C/C=C\\1/CN2[C@H]3C[C@@H]1[C@H]([C@@H]2CC4=C3NC5=C4C=C(C=C5)O)CO The molecule is an indole alkaloid that is sarpagan bearing hydroxy groups at positions 10 and 17. It is an indole alkaloid, a tertiary amino compound, a secondary amino compound, a member of phenols and a primary alcohol. It derives from a hydride of a sarpagan.